CC1C(=NNC(C1)=O)C=1C=C2CCC=NC2=C(C1)C=1C=NC=CC1 6-(4-methyl-6-oxo-1,4,5,6-tetrahydropyridazin-3-yl)-8-(pyridin-3-yl)-3,4-dihydroquinolin